2,6-dipropyloxymethyl-4-pyrone C(CC)OCC=1OC(=CC(C1)=O)COCCC